COC(C1=C(C(=C(C=C1F)Br)F)N)=O 2-Amino-4-bromo-3,6-difluorobenzoic acid methyl ester